3,3'-(5-(4,6-diphenyl-1,3,5-triazin-2-yl)-2-(2,6-diphenylpyrimidin-4-yl)-1,3-phenylene)bis(9-phenyl-9H-carbazole) C1(=CC=CC=C1)C1=NC(=NC(=N1)C1=CC=CC=C1)C=1C=C(C(=C(C1)C=1C=CC=2N(C3=CC=CC=C3C2C1)C1=CC=CC=C1)C1=NC(=NC(=C1)C1=CC=CC=C1)C1=CC=CC=C1)C=1C=CC=2N(C3=CC=CC=C3C2C1)C1=CC=CC=C1